CN1N=CC(=C1)C1=CC=C2C(=N1)C(=CS2)NC2=C(C=CC=C2)C 5-(1-methyl-1H-pyrazol-4-yl)-N-(o-tolyl)thieno[3,2-b]pyridin-3-amine